FC([C@H]1OCCN(C1)C[C@@H](C)[C@H]1CC[C@H]2\C(\CCC[C@]12C)=C\C=C1C[C@H](C([C@@H](C1)O)=C)O)F (1R,3R)-5-(2-((1R,3aS,7aR,E)-1-((S)-1-((S)-2-(difluoromethyl)morpholino)propan-2-yl)-7a-methyloctahydro-4H-inden-4-ylidene)ethylidene)-2-methylenecyclohexane-1,3-diol